(2-Chloro-4-methoxyphenyl)boronic acid ClC1=C(C=CC(=C1)OC)B(O)O